tert-butyl (2-chloro-3-((3,5-dimethyl-4-oxo-3,4-dihydroquinazolin-6-yl)amino)-4-fluorophenyl)-carbamate ClC1=C(C=CC(=C1NC=1C(=C2C(N(C=NC2=CC1)C)=O)C)F)NC(OC(C)(C)C)=O